(E)-7-(2-methoxyethoxy)-4-methyl-3-(3-(p-tolyl)acryloyl)-1,8-naphthyridin-2(1H)-one COCCOC1=CC=C2C(=C(C(NC2=N1)=O)C(\C=C\C1=CC=C(C=C1)C)=O)C